C(C)N(C(=O)C1=C(C=CC(=C1)F)C=1C=2N(C=C(C1)N1CC(C1)NCC1(CCC(CC1)NC(OC(C)(C)C)=O)F)C(=NC2)C)C(C)C Tert-butyl N-[4-({[1-(8-{2-[ethyl(isopropyl)carbamoyl]-4-fluorophenyl}-3-methylimidazo[1,5-a]pyridin-6-yl)azetidin-3-yl]amino}methyl)-4-fluorocyclohexyl]carbamate